(7R,14R)-11-(2-(1-hydroxycyclopentyl)pyrimidin-5-yl)-6-(methyl-d3)-5-oxo-5,6,7,14-tetrahydro-7,14-methanobenzo[f]benzo[4,5]imidazo[1,2-a][1,4]diazocin-1-yl trifluoromethanesulfonate FC(S(=O)(=O)OC1=CC=CC=2C(N([C@H]3C=4N([C@@H](C21)C3)C3=C(N4)C=CC(=C3)C=3C=NC(=NC3)C3(CCCC3)O)C([2H])([2H])[2H])=O)(F)F